C(C(C)(C)C)(=O)OOC(C)(C)C tert-butyl peroxypivalate